FC(C(C)(O)C1=NC=C2N1C(CC=1C2=NN(C1C(F)(F)F)CC1=CC=C(C=C1)OC)C)(F)F 1,1,1-trifluoro-2-(2-(4-methoxybenzyl)-5-methyl-3-(trifluoromethyl)-4,5-dihydro-2H-imidazo[1,5-a]pyrazolo[3,4-c]pyridin-7-yl)propane-2-ol